C(C)OC=1C(=CC=2N(C1)N=C(C2)C)C(=O)OCC ethyl 6-ethoxy-2-methylpyrazolo[1,5-a]pyridine-5-carboxylate